N-[2-(2-methoxyphenoxy)ethyl]-4-[(7-methylquinolin-4-yl)amino]benzamide COC1=C(OCCNC(C2=CC=C(C=C2)NC2=CC=NC3=CC(=CC=C23)C)=O)C=CC=C1